[Rh].[Cu].[Zn].C1(C(CCC1)CO)CO 1,2-cyclopentanedimethanol zinc-copper-rhodium